bis-aminopropyl-tetrasiloxane NCCC[SiH](O[SiH](O[SiH3])CCCN)O[SiH3]